octadecyl-tetramethyl-ammonium C(CCCCCCCCCCCCCCCCC)C[N+](C)(C)C